NC(C(=O)O)CCCCCCCCCN 2,11-diaminoundecanoic acid